N-(2-cyanoethyl)-N-(4-fluoro-3-methoxy-phenyl)-7-methyl-3H-benzimidazole-5-carboxamide C(#N)CCN(C(=O)C1=CC2=C(N=CN2)C(=C1)C)C1=CC(=C(C=C1)F)OC